Cl.FC(C)(F)C1CCNCC1 4-(1,1-difluoroethyl)piperidine hydrochloride